6,7-difluoro-3-({[(2-methylpyridin-4-yl)methyl][(3S)-1-(6-Nitropyridin-3-yl)piperidin-3-yl]Amino}methyl)-1-(propan-2-yl)-1,4-dihydroquinolin-4-one FC=1C=C2C(C(=CN(C2=CC1F)C(C)C)CN([C@@H]1CN(CCC1)C=1C=NC(=CC1)[N+](=O)[O-])CC1=CC(=NC=C1)C)=O